4-[7-(Cyclopropylmethyl)-2-[2-(1-methyl-4-phenyl-imidazol-2-yl)ethynyl]-6,8-dihydro-5H-pyrido[3,4-d]pyrimidin-4-yl]morpholine C1(CC1)CN1CC=2N=C(N=C(C2CC1)N1CCOCC1)C#CC=1N(C=C(N1)C1=CC=CC=C1)C